C(C1=CC=CC=C1)NC(C)C12CC3(CC(CC(C1)C3)C2)C2=CC=C(C=C2)Cl Benzyl-{1-[3-(4-chloro-phenyl)-adamantan-1-yl]-ethyl}-amine